ClC=1C(=CC(=NC1)N1[C@H](COCC1)C)N (S)-5-chloro-2-(3-methylmorpholino)pyridin-4-amine